C(C)OC1=NC(=NC=C1C(NC1=CC=2C(N=C1)=NN(C2)C)=O)N2CC(CC2)N(C(OC(C)(C)C)=O)C tert-butyl (1-(4-ethoxy-5-((2-methyl-2H-pyrazolo[3,4-b]pyridin-5-yl)carbamoyl)pyrimidin-2-yl)pyrrolidin-3-yl)(methyl)carbamate